[N-]=C=O.[N-]=C=O.C12=CC=C(CC1)C2 norbornadiene diisocyanate